C=CC=C(C=CCC)N oct-1,3,5-trien-4-amine